tert-Butyl (S)-((7-(1-(3,4-difluorobenzyl)piperidin-3-yl)-2-methylpyrazolo[1,5-a]pyrimidin-3-yl)methyl)carbamate FC=1C=C(CN2C[C@H](CCC2)C2=CC=NC=3N2N=C(C3CNC(OC(C)(C)C)=O)C)C=CC1F